Nitrosulphuric acid [N+](=O)([O-])OS(O)(=O)=O